2,5-dimethyl-1-phenyl-4-sulfamoyl-pyrrole-3-carboxylic acid ethyl ester C(C)OC(=O)C1=C(N(C(=C1S(N)(=O)=O)C)C1=CC=CC=C1)C